N-(6-amino-5-ethylpyridin-3-yl)-2-((2R,5S)-2-(2-(1,5-dimethylpiperidin-3-yl)-2H-indazol-6-yl)-5-methylpiperidin-1-yl)-2-oxoacetamide NC1=C(C=C(C=N1)NC(C(=O)N1[C@H](CC[C@@H](C1)C)C=1C=CC2=CN(N=C2C1)C1CN(CC(C1)C)C)=O)CC